C1(CC1)C=1C(=C(OC2CN(C2)C(=O)N2CC3(C2)CC(C3)N3N=C(N=C3)C3CC3)C=CC1)F [3-(3-cyclopropyl-2-fluoro-phenoxy)azetidin-1-yl]-[6-(3-cyclopropyl-1,2,4-triazol-1-yl)-2-azaspiro[3.3]heptan-2-yl]methanone